C1OC2=CC=C(C=C2O1)C(C(=O)O)=C 4-methylenedioxyphenylacrylic acid